cyclopropane-1-carboxylic acid 2-(2,6-dioxopiperidin-3-yl)-1,3-dioxoisoindolin-4-yl ester O=C1NC(CCC1N1C(C2=CC=CC(=C2C1=O)OC(=O)C1CC1)=O)=O